OCC[NH+]1C(N(C(C=C1)C)CCO)=S 1,2-dihydro-1,3-bis(2-hydroxyethyl)-4-methyl-2-thioxo-pyrimidinium